N1[C@@H](C1)CN1[C@H](CN(CC1)C=1C2=C(N=C(N1)OC[C@H]1N(CCC1)C)CN(CC2)C2=CC=CC1=CC=CC(=C21)C)CC#N 2-((S)-1-((S)-aziridin-2-ylmethyl)-4-(7-(8-methylnaphthalen-1-yl)-2-(((S)-1-methylpyrrolidin-2-yl)methoxy)-5,6,7,8-tetrahydropyrido[3,4-d]pyrimidin-4-yl)piperazin-2-yl)acetonitrile